(R,E)-N-(1-(3-(benzyloxy)-5-(difluoromethyl)phenyl)ethylidene)-2-methylpropane-2-sulfinamide C(C1=CC=CC=C1)OC=1C=C(C=C(C1)C(F)F)\C(\C)=N\[S@](=O)C(C)(C)C